1-((3S,4r)-4-(4-fluorophenyl)-1-(2-methoxyethyl)pyrrolidin-3-yl)-3-(3-((S)-2-hydroxypropoxy)-4-methyl-1-phenyl-1H-pyrazol-5-yl)urea FC1=CC=C(C=C1)[C@H]1[C@@H](CN(C1)CCOC)NC(=O)NC1=C(C(=NN1C1=CC=CC=C1)OC[C@H](C)O)C